COC1=NCN(C=C1C(=O)O)C(=O)C1CN(CCC1)C1=NC2=CC=CC=C2N=C1 4-methoxy-N-(1-(quinoxalin-2-yl)piperidine-3-carbonyl)pyrimidine-5-carboxylic acid